C(C)OCOC1=C(C(=CC(=C1)C(F)(F)F)C)C1=CC=C(N=N1)C(=O)OC Methyl 6-(2-(ethoxymethoxy)-6-methyl-4-(trifluoromethyl)phenyl)pyridazine-3-carboxylate